ethyl-3-nitropyridine C(C)C1=NC=CC=C1[N+](=O)[O-]